C(C)OC(NCC(COCCCCCCCCCCCCCC)OCCCCCCCCCCCCCC)=O ethyl-N-(2,3-di(tetradecanoxy)propyl)carbamate